4-[[(2S,3R,4R,5S)-3-(3,4-Difluoro-2-methoxy-phenyl)-4,5-dimethyl-5-(trifluoromethyl)tetrahydrofuran-2-carbonyl]amino]-3-fluoro-pyridin-2-carboxamid FC=1C(=C(C=CC1F)[C@@H]1[C@H](O[C@@]([C@@H]1C)(C(F)(F)F)C)C(=O)NC1=C(C(=NC=C1)C(=O)N)F)OC